1-(6-(4-(3-(dimethylamino)propoxy)-6-(5-methyl-1H-indazol-4-yl)pyrimidin-2-yl)-2,6-diazaspiro[3.4]octan-2-yl)prop-2-en-1-one CN(CCCOC1=NC(=NC(=C1)C1=C2C=NNC2=CC=C1C)N1CC2(CN(C2)C(C=C)=O)CC1)C